C([C@@H](C(=O)[O-])[NH3+])C(=O)NO The molecule is zwitterionic form of beta-L-aspartylhydroxamic acid having an anionic carboxy group and a protonated amino group. It is a tautomer of a beta-L-aspartylhydroxamic acid.